3-(1-(2-(2-ethoxyphenoxy)ethyl)-1H-benzo[d]imidazol-2-yl)-5-(4-fluorophenyl)isoxazole C(C)OC1=C(OCCN2C(=NC3=C2C=CC=C3)C3=NOC(=C3)C3=CC=C(C=C3)F)C=CC=C1